(±)-4-(3-(2-((2R)-2-Hydroxy-7-azabicyclo[2.2.1]heptan-7-yl)acetyl)-2-methyl-5-(2-(tetrahydro-2H-pyran-4-yl)ethyl)-1H-pyrrol-1-yl)benzonitrile O[C@H]1C2CCC(C1)N2CC(=O)C2=C(N(C(=C2)CCC2CCOCC2)C2=CC=C(C#N)C=C2)C